3-chloro-5-(trifluoromethyl)-N-[(1S)-1-(1-{5-[(trifluoromethyl)sulfanyl]pyridin-2-yl}-1H-1,2,4-triazol-5-yl)ethyl]benzamide ClC=1C=C(C(=O)N[C@@H](C)C2=NC=NN2C2=NC=C(C=C2)SC(F)(F)F)C=C(C1)C(F)(F)F